8-[2-benzyloxyethyl-[6-oxo-6-(undecylamino)hexyl]amino]-N-(1-octylnonyl)octanoamide C(C1=CC=CC=C1)OCCN(CCCCCCCC(=O)NC(CCCCCCCC)CCCCCCCC)CCCCCC(NCCCCCCCCCCC)=O